C(\C=C/CCC)(=O)O cis-hexenoic acid